12-amino-4,7,10-trioxa-dodecanoic acid NCCOCCOCCOCCC(=O)O